C1(=CC=C(C=C1)C(CC(=O)O)C1CC1)C1=CC=CC=C1 3-([1,1'-biphenyl]-4-yl)-3-cyclopropylpropionic acid